6-{[(tert-butyldimethylsilyl)oxy]methyl}-3,8,10-trifluoro-6H,11H-chromeno[4,3-b]indole [Si](C)(C)(C(C)(C)C)OCC1OC2=CC(=CC=C2C=2NC3=C(C=C(C=C3C21)F)F)F